O1COC2=C1C=CC(=C2)C2=NNC(=C2)NC2=CC=C(C=C2)NC2CCN(CC2)C N1-(3-(benzo[d][1,3]dioxol-5-yl)-1H-pyrazol-5-yl)-N4-(1-methylpiperidin-4-yl)benzene-1,4-diamine